4-[difluoro(ethyl)silyl]butanenitrile F[Si](CCCC#N)(CC)F